3-(bis(3-aminopropyl)amino)-1-propanol NCCCN(CCCO)CCCN